5-((tert-butoxycarbonyl)amino)-4,5,6,7-tetrahydrobenzo[b]thiophene-2-carboxylic acid ethyl ester C(C)OC(=O)C1=CC2=C(S1)CCC(C2)NC(=O)OC(C)(C)C